N[C@H](C(=O)OC)CC1=CC=C(C=2OCCOC21)C=2C(N(C(N(C2C)C)=O)C)=O methyl (S)-2-amino-3-(8-(1,3,6-trimethyl-2,4-dioxo-1,2,3,4-tetrahydro pyrimidin-5-yl)-2,3-dihydrobenzo[b][1,4]dioxin-5-yl)propanoate